N-(2-((diethylamino)methyl)benzyl)-3-(3-fluorobenzamido)benzamide C(C)N(CC)CC1=C(CNC(C2=CC(=CC=C2)NC(C2=CC(=CC=C2)F)=O)=O)C=CC=C1